[Cl-].CC=1N(C=CN1)CCO methyl-1-(2-hydroxyethyl)imidazole chloride